ethyl 4-methoxy-3-oxopentanoate COC(C(CC(=O)OCC)=O)C